ClC1=C(OC=2C(=NC=CC2)OCC(=O)OCC)C=C(C(=C1)F)N1C(N(C=C(C1=O)C(F)(F)F)C)=O ethyl [3-[2-chloro-4-fluoro-5-(1-methyl trifluoromethyl-2,4-dioxo-1,2,3,4-tetrahydropyrimidin-3-yl)phenoxy]-2-pyridyloxy]acetate